CCCCCCCCO[C@H]1[C@@H]([C@H]([C@@H]([C@H](O1)CO)O)O)O octyl-β-D-glucopyranose